(R or S)-2-(2-(2-isopropylphenyl)-4-(4-methoxybenzyl)piperazin-1-yl)-7-azaspiro[3.5]Nonane C(C)(C)C1=C(C=CC=C1)[C@H]1N(CCN(C1)CC1=CC=C(C=C1)OC)C1CC2(C1)CCNCC2 |o1:9|